5-chloro-6-cyano-N-(6-methoxy-2-methylpyridin-3-yl)-2-((2-methyl-4-(trifluoromethoxy)-phenyl)amino)-nicotinamide ClC=1C(=NC(=C(C(=O)NC=2C(=NC(=CC2)OC)C)C1)NC1=C(C=C(C=C1)OC(F)(F)F)C)C#N